NCCC(=O)ONC1=C(N)C=CC=C1 2-(((3-aminopropionyl)oxy)amino)aniline